O[C@@H](C(=O)O[C@H](C)CCO)C (R)-4-hydroxybutan-2-yl (R)-2-hydroxypropanoate